CNC(C1=CC=C(C=C1)N1C(=NC2=C(C1=O)C[C@H](NC2)C)C#CCC(C)C)=O (R)-N-methyl-4-(6-methyl-2-(4-methylpent-1-yn-1-yl)-4-oxo-5,6,7,8-tetrahydropyrido[3,4-d]pyrimidin-3(4H)-yl)benzamide